N-((2-methyl-4-(1-methyl-1H-pyrazol-4-yl)quinolin-6-yl)methyl)tetrahydro-2H-pyran-4-amine CC1=NC2=CC=C(C=C2C(=C1)C=1C=NN(C1)C)CNC1CCOCC1